C1(CCC1)CNCC=1C=C(C=2N(C1)C(=CN2)C)C(=O)NC2=CC(=CC=C2)C2(CC(C2)C)C2=NN=CN2C 6-(((cyclobutylmethyl)amino)methyl)-3-methyl-N-(3-((1s,3s)-3-methyl-1-(4-methyl-4H-1,2,4-triazol-3-yl)cyclobutyl)phenyl)imidazo[1,2-a]pyridine-8-carboxamide